(1S,3S)-N-cyclohexyl-1-methyl-2,3,4,9-tetrahydro-pyridino[3,4-b]indol-3-formamide C1(CCCCC1)NC(=O)[C@@H]1CC2=C(NC3=CC=CC=C23)[C@@H](N1)C